2-((4-cyano-3-(trifluoromethyl)phenyl)amino)-N-(4-phenylpyridin-3-yl)pyrimidine-4-carboxamide C(#N)C1=C(C=C(C=C1)NC1=NC=CC(=N1)C(=O)NC=1C=NC=CC1C1=CC=CC=C1)C(F)(F)F